COC=1C(=C(C(=CC1)C)C=1C(=C(C=C2C(NC=NC12)=O)C)C)C 8-(3-methoxy-2,6-dimethylphenyl)-6,7-dimethylquinazolin-4(3H)-one